6,6'-{(3,3'-dimethyl[1,1'-biphenyl]-4,4'-diyl)bis[diazene-2,1-diyl]}bis(4-amino-5-hydroxynaphthalene-1,3-disulfonate) CC=1C=C(C=CC1N=NC=1C(=C2C(=C(C=C(C2=CC1)S(=O)(=O)[O-])S(=O)(=O)[O-])N)O)C1=CC(=C(C=C1)N=NC=1C(=C2C(=C(C=C(C2=CC1)S(=O)(=O)[O-])S(=O)(=O)[O-])N)O)C